1-((1-bromo-4-methoxynaphthalen-2-yl)(3,4-difluorophenyl)methylene)-2-phenylhydrazine BrC1=C(C=C(C2=CC=CC=C12)OC)C(=NNC1=CC=CC=C1)C1=CC(=C(C=C1)F)F